FC(C1=NN(C=C1NC(=O)C=1C=NN2C1N=C(C=C2)N2CCOCC2)C2CCC(CC2)C(=O)O)F 4-[3-(difluoromethyl)-4-[(5-morpholinopyrazolo[1,5-a]pyrimidine-3-carbonyl)amino]pyrazol-1-yl]cyclohexanecarboxylic acid